4-((2-(N-ethyl-N-(2-hydroxyethyl)amino)-5-phenylthieno[2,3-d]pyrimidin-4-yl)aminomethyl)-benzenesulfonamide C(C)N(CCO)C=1N=C(C2=C(N1)SC=C2C2=CC=CC=C2)NCC2=CC=C(C=C2)S(=O)(=O)N